N1(CCC1)C1=CC=C(C=C1)C(CC1(C(NC2=C(C=CC(=C12)Cl)Cl)=O)O)=O 3-(2-(4-(Azetidin-1-yl)phenyl)-2-oxoethyl)-4,7-dichloro-3-hydroxyindolin-2-one